[2H]C(=O)N(C([2H])([2H])[2H])C([2H])([2H])[2H] N,N-dimethylformamide-D7